CS(=O)(=O)OC1=C(C=CC=C1)C1CC(=NO1)C=1N=C(SC1)C1CCN(CC1)C(CN1N=C(C=C1C(F)F)C(F)F)=O 2-{3-[2-(1-{[3,5-bis(difluoromethyl)-1H-pyrazol-1-yl] acetyl} piperidin-4-yl)-1,3-thiazol-4-yl]-4,5-dihydro-1,2-oxazol-5-yl}phenyl methanesulfonate